F[B-](F)(F)F.C(CCCCCCC)N1CC(=CC=C1)C N-octyl-3-methylpyridine tetrafluoroborate